(S)-7-bromo-8'-(difluoromethoxy)-6'-(trifluoromethyl)-3'h-spiro[chroman-4,2'-imidazo[1,2-a]pyridine] BrC1=CC=C2C(=C1)OCC[C@]21N=C2N(C=C(C=C2OC(F)F)C(F)(F)F)C1